C(CCCCCCCCCCCCCCCCC)(=O)O Stearoyl alcohol